(5s,7s)-7-fluoro-5-phenyl-2-[(1R)-1-fluoropropyl]-6,7-dihydro-5H-pyrrolo[1,2-b][1,2,4]triazole F[C@H]1C[C@H](N2N=C(N=C21)[C@@H](CC)F)C2=CC=CC=C2